5-((dimethylamino)methyl)-3-fluorothiophene-2-sulfonamide CN(C)CC1=CC(=C(S1)S(=O)(=O)N)F